OC1CCC(CC1)C(=O)NC1(CC1)OCCC1=CC=CC=C1 4-hydroxy-N-((1S,2S)-2-phenylethoxycyclopropyl)cyclohexane-1-carboxamide